NC1=NC(N(C=C1F)[C@H]1[C@H]([C@@H]([C@@](O1)(CCl)COP(=O)(OC1=CC=C(C=C1)Br)N[C@H](C(=O)OC)C)O)F)=O Methyl (2S)-2-({[(2R,3R,4S,5R)-5-(4-amino-5-fluoro-2-oxopyrimidin-1-yl)-2-(chloromethyl)-4-fluoro-3-hydroxyoxolan-2-yl] methoxy(4-bromophenoxy)phosphoryl}amino)propanoate